N-(6-fluoro-5-methylpyridin-3-yl)-1-(2-fluoroethyl)-2,4-dimethyl-5-(2-oxo-2-((1,1,1-trifluoro-2-methylpropan-2-yl)amino)acetyl)-1H-pyrrole-3-carboxamide FC1=C(C=C(C=N1)NC(=O)C1=C(N(C(=C1C)C(C(NC(C(F)(F)F)(C)C)=O)=O)CCF)C)C